COC=1C=C(C=C(C1C)OC)C(CCC)C1=C(C=C(O)C=C1)O 4-[1-(3,5-dimethoxy-4-methylphenyl)butyl]resorcinol